(1S,3R,6S)-4-oxo-6-{4-[(2-phenylquinolin-4-yl)methoxy]phenyl}-5-azaspiro[2.4]heptane-1-carboxylic acid O=C1[C@]2(C[C@@H]2C(=O)O)C[C@H](N1)C1=CC=C(C=C1)OCC1=CC(=NC2=CC=CC=C12)C1=CC=CC=C1